2-(2,6-dioxopiperidin-3-yl)-5-fluoro-6-(5-((4'-fluoro-5,5-dimethyl-3,4,5,6-Tetrahydro-[1,1'-biphenyl]-2-yl)methyl)-2,5-diazabicyclo[2.2.2]octane-2-yl)isoindoline O=C1NC(CCC1N1CC2=CC(=C(C=C2C1)F)N1C2CN(C(C1)CC2)CC2=C(CC(CC2)(C)C)C2=CC=C(C=C2)F)=O